4-(5-amino-3-tert-butyl-pyrazol-1-yl)phenol NC1=CC(=NN1C1=CC=C(C=C1)O)C(C)(C)C